NC1=C2C(=C3C(=N1)C=C(N3)C(=O)N(CC3=NC=C(C=C3)C3CCC3)[C@H](C)CC)COC2 (R)-5-amino-N-(sec-butyl)-N-((5-cyclobutylpyridin-2-yl)methyl)-6,8-dihydro-1H-furo[3,4-d]pyrrolo[3,2-b]pyridine-2-carboxamide